2-Chloro-1-(3-hydroxy-3-methyl-azetidin-1-yl)-ethanone ClCC(=O)N1CC(C1)(C)O